CC1=CC=C(C=C1)S(=O)(=O)OC1=CC(=NC=2N(C(N(C(C21)=O)C)=O)C)N(C)C 7-(dimethylamino)-1,3-dimethyl-2,4-dioxo-1,2,3,4-tetrahydropyrido[2,3-d]Pyrimidin-5-yl p-toluenesulfonate